ClC1=CC(=C(C=C1)[C@@]1(OC2=C(C=CC=C2C=C1)C1CCN(CC1)CC1=NC=2C(=NC(=CC2)C(=O)OC)N1C[C@H]1OCC1)[2H])F methyl 2-((4-((R)-2-(4-chloro-2-fluorophenyl)-2H-chromen-8-yl-2-d) piperidin-1-yl) methyl)-3-(((S)-oxetan-2-yl) methyl)-3H-imidazo[4,5-b]pyridine-5-carboxylate